ClC=1C(=C(C=CC1)NC=1C(=NN2C1C(NCC2)=O)C2=CC=NC=C2)OC [(3-chloro-2-methoxyphenyl)amino]-2-(pyridin-4-yl)-5H,6H,7H-pyrazolo[1,5-a]pyrazin-4-one